3H-Benzol C=1CCC=CC1